[C@@H]1([C@H](O)[C@H](O)[C@@H](O)[C@@H](O1)C)O[C@@H]1[C@@H]([C@H]([C@@H](O[C@@H]1C(=O)O)O[C@@H]1[C@H]([C@@H](O[C@@H]([C@@H]1O)CO)O[C@H]1[C@H](OCCC)O[C@H]([C@@H]([C@H]1O)O)C)NC(C)=O)O)O Propyl α-L-rhamnopyranosyl-(1→4)-β-D-galactopyranosyluronic acid-(1→3)-2-acetamido-2-deoxy-β-D-galactopyranosyl-(1→2)-α-L-rhamnopyranoside